[B].[Pt].[Cu].[Mg].[Li] lithium-magnesium-copper-platinum-boron